C(C)(C)(C)OC(=O)N1[C@H](C[C@H](C1)C(F)(F)F)C(N(CC1=CC=C(C=C1)OC)C1=CC(=C(C=C1)C)C1=NC=C(C=N1)F)=O (2R,4R)-2-((3-(5-fluoropyrimidin-2-yl)-4-methylphenyl)(4-methoxybenzyl)carbamoyl)-4-(trifluoromethyl)pyrrolidine-1-carboxylic acid tert-butyl ester